NC(CCN(C([C@@H](F)Cl)=O)NC(=O)[C@@H](CC(C)C)NC(OCC1=CC=CC=C1)=O)=O Benzyl N-[(1R)-1-[[(3-amino-3-oxo-propyl)-[(2S)-2-chloro-2-fluoro-acetyl]amino]carbamoyl]-3-methyl-butyl]carbamate